(S)-N-(4-(4-amino-7-(1-(2-(dimethylamino)ethyl)-1H-pyrazol-4-yl)-1-methyl-1H-pyrazolo[4,3-c]pyridin-3-yl)-2-(1-(4-fluorophenyl)ethoxy)phenyl)-1,1-difluoromethanesulfonamide NC1=NC=C(C2=C1C(=NN2C)C2=CC(=C(C=C2)NS(=O)(=O)C(F)F)O[C@@H](C)C2=CC=C(C=C2)F)C=2C=NN(C2)CCN(C)C